2-{5-[(4-Chlorophenyl)methyl]-3-(morpholin-4-yl)-6-oxo-5,6-dihydropyrimido[5,4-c]pyridazin-8-yl}-N,N-dimethylhydrazine-1-carboxamide ClC1=CC=C(C=C1)CN1C(N=C(C=2N=NC(=CC21)N2CCOCC2)NNC(=O)N(C)C)=O